(3S,4R)-3-{[(5-Fluoropyridin-2-yl)oxy]methyl}-4-methyl-2-[5-methyl-2-(pyrimidin-2-yl)benzoyl]-2-azabicyclo[3.1.1]heptan FC=1C=CC(=NC1)OC[C@H]1N(C2CC([C@H]1C)C2)C(C2=C(C=CC(=C2)C)C2=NC=CC=N2)=O